NC1=NC=C(C=C1OC(C)C1=C(C=CC(=C1)F)C1=C(C=NN1C)CN1C=NC(=C1)C#N)Br 1-((5-(2-(1-(2-amino-5-bromopyridin-3-yloxy)ethyl)-4-fluorophenyl)-1-methyl-1H-pyrazol-4-yl)methyl)-1H-imidazole-4-carbonitrile